m-aminostyrene NC=1C=C(C=C)C=CC1